C1(CC1)C1=NN=C2N1N=C(C=C2)N2CCN(CC2)C(CC2=CC(=C(C=C2)OC)OC)=O 1-(4-(3-cyclopropyl-[1,2,4]triazolo[4,3-b]pyridazin-6-yl)piperazin-1-yl)-2-(3,4-dimethoxyphenyl)ethan-1-one